2-(tert-butoxymethyl) ethylene oxide C(C)(C)(C)OCC1CO1